C(C1=CC=CC=C1)OC=1C2=C(N=C(N1)OC[C@]13CCCN3C[C@@H](C1)F)CN(CC2)C(=O)OC(C)(C)C tert-butyl 4-(benzyloxy)-2-(((2R,7aS)-2-fluorohexahydro-1H-pyrrolizin-7a-yl)methoxy)-5,6-dihydropyrido[3,4-d]pyrimidine-7(8H)-carboxylate